2-{[5,6-dimethyl-2-(pyridin-2-yl)thieno[2,3-d]pyrimidin-4-yl](methyl)amino}-N,N-dimethylacetamide CC1=C(SC=2N=C(N=C(C21)N(CC(=O)N(C)C)C)C2=NC=CC=C2)C